4-[(1S)-1-[[4-[4-(cyclohexylmethoxy)-2-pyridinyl]tetrahydropyran-4-carbonyl]amino]ethyl]benzoic acid C1(CCCCC1)COC1=CC(=NC=C1)C1(CCOCC1)C(=O)N[C@@H](C)C1=CC=C(C(=O)O)C=C1